undecyl-methyl-pentasiloxane C(CCCCCCCCCC)[SiH](O[SiH2]O[SiH2]O[SiH2]O[SiH3])C